4-chloro-3-(indolin-1-ylsulfonyl)-N-(p-tolyl)benzamide ClC1=C(C=C(C(=O)NC2=CC=C(C=C2)C)C=C1)S(=O)(=O)N1CCC2=CC=CC=C12